tri(2-(diphenylphosphino)phenyl)phosphine C1(=CC=CC=C1)P(C1=C(C=CC=C1)P(C1=C(C=CC=C1)P(C1=CC=CC=C1)C1=CC=CC=C1)C1=C(C=CC=C1)P(C1=CC=CC=C1)C1=CC=CC=C1)C1=CC=CC=C1